Methyl (4-(4-(4-cyanophenyl)-1-(piperidin-4-ylmethyl)-1H-pyrrolo[2,3-c]pyridin-5-yl)phenyl)carbamat C(#N)C1=CC=C(C=C1)C1=C2C(=CN=C1C1=CC=C(C=C1)NC(OC)=O)N(C=C2)CC2CCNCC2